3-(2-chloro-6-methoxypyrimidin-4-yl)quinoline ClC1=NC(=CC(=N1)C=1C=NC2=CC=CC=C2C1)OC